1-(4-((3-((3-(3,4-dihydroisoquinolin-2(1H)-yl)-2-hydroxypropyl)amino)-5-phenyl-1-((2-(trimethylsilyl)ethoxy)methyl)-1H-indazol-7-yl)amino)piperidin-1-yl)ethan-1-one C1N(CCC2=CC=CC=C12)CC(CNC1=NN(C2=C(C=C(C=C12)C1=CC=CC=C1)NC1CCN(CC1)C(C)=O)COCC[Si](C)(C)C)O